C1(=CC(=CC=C1)CN1CCNCCCNCCNCCC1)CN1CCNCCCNCCNCCC1 1,1'-[1,3-phenylenebis(methylene)]-bis-1,4,8,11-tetra-azacyclotetradecane